OCCNCCNC(OCC[Si](C)(C)C)=O 2-(trimethylsilyl)ethyl (2-((2-hydroxyethyl)amino)ethyl)carbamate